2-[4-[(2-ethyl-4-oxo-quinazolin-3-yl)methyl]-1-piperidyl]benzonitrile C(C)C1=NC2=CC=CC=C2C(N1CC1CCN(CC1)C1=C(C#N)C=CC=C1)=O